C([O-])(O)=O.[Sn+4].C([O-])(O)=O.C([O-])(O)=O.C([O-])(O)=O tin bicarbonate